4-(((8-isopropyl-4-oxochroman-7-yl)oxy)(pyridin-4-yl)methyl)benzonitrile C(C)(C)C=1C(=CC=C2C(CCOC12)=O)OC(C1=CC=C(C#N)C=C1)C1=CC=NC=C1